sodium 2-bromo-2,2-difluoro-acetate BrC(C(=O)[O-])(F)F.[Na+]